ClC=1C=C2C(=NC(=NC2=C(C1C1=C(C=CC=C1O)F)F)OCCN1CCOCC1)N1CCN(CC1)C(C=C)=O (S)-1-(4-(6-chloro-8-fluoro-7-(2-fluoro-6-hydroxyphenyl)-2-(2-morpholino-ethoxy)quinazolin-4-yl)piperazin-1-yl)prop-2-en-1-one